C1(=CC=CC=C1)C1=NC2=CC=C(C=C2C=C1)NC(C)=O N-(2-phenylquinoline-6-yl)acetamide